5-(2-amino-[1,2,4]triazolo[1,5-a]pyridin-7-yl)-3-fluoro-2-methylbenzoic acid lithium salt [Li+].NC1=NN2C(C=C(C=C2)C=2C=C(C(=C(C(=O)[O-])C2)C)F)=N1